NC1=NC=NN2C1=C(C(=N2)C2=CC=C(C=C2)NC(C=C)=O)C2=CC(=C(C=C2)OC2=NC(=CC=C2)C)F N-(4-(4-amino-5-(3-fluoro-4-((6-methylpyridin-2-yl)oxy)phenyl)pyrazolo[5,1-f][1,2,4]triazin-6-yl)phenyl)acrylamide